[Pd](Cl)Cl.C1(CCCCC1)P(C1=CC=C(C=C1)N(C)C)C1CCCCC1.C1(CCCCC1)P(C1=CC=C(C=C1)N(C)C)C1CCCCC1 bis[dicyclohexyl-(4-dimethylaminophenyl)phosphine] palladium dichloride